N-(1,6-dimethyl-9H-xanthen-9-yl)-4-methyl-2-oxo-6-(trifluoromethyl)-1,2-dihydropyridine-3-carboxamide CC1=CC=CC=2OC3=CC(=CC=C3C(C12)NC(=O)C=1C(NC(=CC1C)C(F)(F)F)=O)C